FC=1C(=NC(=NC1)NC1=CC=C(C=N1)C1CC(NC12CCNCC2)=O)C2=C(N=C(S2)NC)C 4-(6-((5-fluoro-4-(4-methyl-2-(methylamino)thiazol-5-yl)pyrimidin-2-yl)amino)pyridin-3-yl)-1,8-diazaspiro[4.5]decan-2-one